diethyl 3-((tert-butyldimethylsilyl)oxy)pentanedioate [Si](C)(C)(C(C)(C)C)OC(CC(=O)OCC)CC(=O)OCC